BrC1=CC(=C(C=C1)C1=CC(=NC=C1)C1=CCC(CC1)N)S(=O)(=O)C1CC1 4-[4-(4-bromo-2-cyclopropylsulfonyl-phenyl)-2-pyridyl]cyclohex-3-en-1-amine